4-(3-(4-(2-(benzofuran-3-yl)-2-oxoethyl)-trans-2,5-dimethylpiperazine-1-carbonyl)-4-fluorobenzyl)phthalazin-1(2H)-one O1C=C(C2=C1C=CC=C2)C(CN2C[C@@H](N(C[C@H]2C)C(=O)C=2C=C(CC1=NNC(C3=CC=CC=C13)=O)C=CC2F)C)=O